CC=1C=C2SC(C=C2C1)C 2,5-dimethyl-6-thiapentalene